C(#N)C1=CC(=CC=2N=C(OC21)C=2C(=C(C=CC2)C2=C(C(=CC=C2)NC=2C1=C(N=C(N2)C)C=C(C=N1)CNC[C@H](C)O)C)C)CN1CCCCC1 (S)-1-((7-Cyano-2-(3'-(7-((2-hydroxypropylamino)methyl)-2-methylpyrido[3,2-d]pyrimidin-4-ylamino)-2,2'-dimethylbiphenyl-3-yl)benzo[d]oxazol-5-yl)methyl)piperidin